2-(3-cyclopropylphenoxy)-N-[2-(2,4-dichlorophenyl)-2-fluoro-ethyl]imidazo[1,5-b]pyridazine-3-carboxamide C1(CC1)C=1C=C(OC=2C(=CC=3N(N2)C=NC3)C(=O)NCC(F)C3=C(C=C(C=C3)Cl)Cl)C=CC1